ethyl 2-[3-(2-fluoro-6-methylphenyl)cyclopentyl]acetate FC1=C(C(=CC=C1)C)C1CC(CC1)CC(=O)OCC